C(C)(C)(C)OC(C(C=1C(=NC(=CC1)C1CCCCC1)C1CCCCC1)Br)=O 2-bromo-2-(2,6-dicyclohexylpyridin-3-yl)acetic acid tert-butyl ester